(rel-(3aS,4R,6aR)-4-(cyclopropylamino)hexahydrocyclopenta[c]pyrrol-2(1H)-yl)(5-methylthiophene-2-yl)methanone C1(CC1)N[C@@H]1CC[C@H]2CN(C[C@H]21)C(=O)C=2SC(=CC2)C |o1:4,7,11|